CNC(=O)N1CC2(C1)N(C(CN(C2=O)C2=CC=C(C=C2)OC(F)(F)F)=O)CC2=CC=C(C=C2)C(F)(F)F N-methyl-6,9-dioxo-8-(4-(trifluoromethoxy)-phenyl)-5-(4-(trifluoromethyl)benzyl)-2,5,8-triazaspiro[3.5]-nonane-2-carboxamide